2-ethoxy-1-(5-(piperidin-1-ylmethyl)furan-2-yl)prop-2-en-1-one C(C)OC(C(=O)C=1OC(=CC1)CN1CCCCC1)=C